3,6-difluoromethoxybenzamide FCOC=1C=C(C(=O)N)C(=CC1)OCF